N1C=CC2=CC=CC(=C12)C(=O)O indol-7-carboxylic acid